BrC1=CC(=NC=N1)NCC1=NN2C(C=C(C=C2N2CCN(CC2)C)C2CC2)=C1 6-bromo-N-((5-cyclopropyl-7-(4-methylpiperazin-1-yl)pyrazolo[1,5-a]pyridin-2-yl)methyl)pyrimidin-4-amine